C(C)C1OC(C(CC(CC(CC(CNC(C(C1(C)O)O)C)C)(C)O)C)C)=O 2-ethyl-3,4,10-trihydroxy-3,5,8,10,12,14-hexamethyl-1-oxa-6-azacyclopentadecan-15-one